4-(3-fluorophenyl)-1-(5-isobutyl-4-(4-(trifluoromethyl)phenyl)thiazol-2-yl)-3-methyl-1H-pyridine FC=1C=C(C=CC1)C1=C(CN(C=C1)C=1SC(=C(N1)C1=CC=C(C=C1)C(F)(F)F)CC(C)C)C